OCCNC1=CC=C(C=C1)N HYDROXYETHYL-p-PHENYLENEDIAMINE